(S)-3-(2,4-difluoro-2',4',5,6'-tetramethyl-[1,1'-biphenyl]-3-yl)-3-((S)-2-(5-(2-(3-fluoroazetidin-1-yl)ethyl)-4-isopropyl-2-oxopyrimidin-1(2H)-yl)-4-methylpentanamido)propanoic acid FC1=C(C=C(C(=C1[C@H](CC(=O)O)NC([C@H](CC(C)C)N1C(N=C(C(=C1)CCN1CC(C1)F)C(C)C)=O)=O)F)C)C1=C(C=C(C=C1C)C)C